2-(4-Methylcyclohex-3-enyl)-propan-2-ol CC1=CCC(CC1)C(C)(C)O